N(=C=O)CCC[Si](OCC)(OCC)C γ-isocyanatopropylmethyldiethoxysilane